(1R,3r)-3-((R)-3-(1-(1-((R)-1-(2,4-dichlorophenyl)ethyl)-4-ethyl-1H-benzo[d][1,2,3]triazol-6-yl)azetidin-3-yl)piperidin-1-yl)-1-methylcyclobutane-1-carboxylic acid ClC1=C(C=CC(=C1)Cl)[C@@H](C)N1N=NC2=C1C=C(C=C2CC)N2CC(C2)[C@@H]2CN(CCC2)C2CC(C2)(C(=O)O)C